C(C)(=O)O[C@@H]1[C@](O[C@H]([C@@H]1OC(C)=O)C1=CC=C2C(=NC=NN21)N)(COC(=O)OC)C#N (2R,3S,4S,5S)-5-(4-aminopyrrolo[2,1-f][1,2,4]triazin-7-yl)-2-cyano-2-(((methoxycarbonyl)oxy)methyl)tetrahydrofuran-3,4-diyl diacetate